C1(=CC=CC=2C3=CC=CC=C3CC12)COC(=O)N[C@@H](C)C(=O)O N-Fluorenylmethoxycarbonyl-L-alanine